formylmethionine C(=O)N[C@@H](CCSC)C(=O)O